F[C@@H]1CNCC[C@H]1N1N=CC(=C1)NC1=NC=CC(=N1)C1=CC(=C(CNC(=O)N2CC(C2)OC(C)C)C=C1)C trans-N-(4-(2-((1-(3-fluoropiperidin-4-yl)-1H-pyrazol-4-yl)amino)pyrimidin-4-yl)-2-methylbenzyl)-3-isopropoxyazetidine-1-carboxamide